C(C)C=1N=C2SC(=CN2C1)C1CCN(CC1)CC(=O)N1CCOCC1 6-ethyl-2-(1-(2-morpholinyl-2-oxoethyl)piperidin-4-yl)imidazo[2,1-b]thiazole